ClC1=C(C=CC=C1C1=CC2=C(OCCO2)C=C1)NC(=O)C=1SC=2CNCCC2N1 N-[2-chloro-3-(2,3-dihydro-1,4-benzodioxin-6-yl)phenyl]-4,5,6,7-tetrahydro[1,3]thiazolo[5,4-c]pyridine-2-carboxamide